C(C)OCC(F)F 2,2-difluoroethyl ethyl ether